1-(7-(1-Benzyl-1,2,3,6-tetrahydropyridin-4-yl)imidazo[1,2-a]pyridin-3-yl)pyrimidine-2,4(1H,3H)-dione C(C1=CC=CC=C1)N1CCC(=CC1)C1=CC=2N(C=C1)C(=CN2)N2C(NC(C=C2)=O)=O